CC1=NOC(=C1B(O)O)C (3,5-Dimethylisoxazol-4-yl)boronic acid